FC1=C(C2=C(NC=3CC(N(C(C3[C@@]2(C2=CC=CC=C2)C)=O)C)(C)C)N=C1)C#N (R)-3-fluoro-5,7,8,8-tetramethyl-6-oxo-5-phenyl-5,6,7,8,9,10-hexahydropyrido[2,3-b][1,6]naphthyridine-4-carbonitrile